hydroxymethoxypyrene C1=CC2=C3C(=C1)C=CC4=C(C=CC(=C43)C=C2)OCO